6-bromo-N-(3,4-dichloro-2-fluoro-phenyl)quinazolin-4-amine BrC=1C=C2C(=NC=NC2=CC1)NC1=C(C(=C(C=C1)Cl)Cl)F